C(#N)C1=C(OC2=CC=C3N=CC(=NC3=C2)CC2CCN(CC2)C(=O)OC(C)(C)C)C(=CC=C1NS(N(C)CC)(=O)=O)F tert-butyl 4-[[7-[2-cyano-3-[[ethyl(methyl)sulfamoyl]amino]-6-fluoro-phenoxy]quinoxalin-2-yl]methyl]piperidine-1-carboxylate